ClC1=C(C(C(=O)N)=CC=C1)C(=O)N([C@@H](CS(=O)(=O)C)C)C1=C(C=C(C=C1)C(C(F)(F)F)(C(F)(F)F)F)C (R)-3-chloro-N'-{2-methyl-4-[1,2,2,2-tetrafluoro-1-(trifluoromethyl)-ethyl]phenyl}-N2-(1-methyl-2-methylsulfonylethyl)phthalamide